7-[[(2-acetamido-4-thiazolyl)(methoxyimino)acetyl]amino]-8-keto-5-thia-1-azabicyclo[4.2.0]oct-2-ene-2-carboxylic acid-2-diethylaminoethyl ester hydrochloride Cl.C(C)N(CCOC(=O)C=1N2C(C(C2SCC1)NC(C(=NOC)C=1N=C(SC1)NC(C)=O)=O)=O)CC